2-Bromo-N-(6-(2-methoxy-4-trifluoromethylphenyl)-5-methylpyridazin-3-yl)acetamide BrCC(=O)NC=1N=NC(=C(C1)C)C1=C(C=C(C=C1)C(F)(F)F)OC